FC(OC1=C(C=CC(=C1)C)S(=O)(=O)N)F 2-(difluoromethoxy)-4-methylbenzene-1-sulfonamide